racemic-3-butyl-3-ethyl-8-hydroxy-7-(methylsulfanyl)-5-phenyl-2,3,4,5-tetrahydro-1,5-benzothiazepine 1,1-dioxide C(CCC)[C@]1(CS(C2=C(N(C1)C1=CC=CC=C1)C=C(C(=C2)O)SC)(=O)=O)CC |r|